2-(4-(pyrazolo[1,5-a]pyrimidin-7-yl)cyclohex-3-en-1-yl)acetic acid ethyl ester C(C)OC(CC1CC=C(CC1)C1=CC=NC=2N1N=CC2)=O